COC1=NC2=CC=CC=C2C=C1C1=NN=C(O1)[C@@H](CCCCCC(CC)=O)NC(=O)C1CCC2(OC(C3=NC=CC=C32)=O)CC1 (1R,4s)-N-((S)-1-(5-(2-methoxyquinolin-3-yl)-1,3,4-oxadiazol-2-yl)-7-oxononyl)-7'-oxo-7'H-spiro[cyclohexane-1,5'-furo[3,4-b]pyridine]-4-carboxamide